2,4,4-trimethylpiperidine CC1NCCC(C1)(C)C